FC1=C(CC2=NC3=C(N2C2COCC2(C)C)C=C(C=C3F)C(=O)O)C=C(C(=C1)C1=NC(=CC=C1)OCC1=NC=C(C=C1F)C(F)(F)F)F 2-(2,5-difluoro-4-(6-((3-fluoro-5-(trifluoromethyl)pyridin-2-yl)methoxy)pyridin-2-yl)benzyl)-1-(4,4-dimethyltetrahydrofuran-3-yl)-4-fluoro-1H-benzo[d]imidazole-6-carboxylic acid